COC(C=CC1=CC2=C(OCO2)C=C1)=O 3-(benzo[d][1,3]dioxolane-5-yl)acrylic acid methyl ester